(E)-2-((4,5-dihydroxy-2-iodophenethyl)amino)-2-oxoethyl 3,7-dimethylocta-2,6-dienoate C\C(=C/C(=O)OCC(=O)NCCC1=C(C=C(C(=C1)O)O)I)\CCC=C(C)C